4-fluoro-1-[2-(4-methylsulfonyl-piperazin-1-yl)propyl]-6-[[2-[6-(2,2,2-trifluoroethyl)quinazolin-4-yl]-2,7-diazaspiro[3.5]nonan-7-yl]methyl]indole-2-carbonitrile FC1=C2C=C(N(C2=CC(=C1)CN1CCC2(CN(C2)C2=NC=NC3=CC=C(C=C23)CC(F)(F)F)CC1)CC(C)N1CCN(CC1)S(=O)(=O)C)C#N